CC12CC3(CC(CC(C1)(C3)C)C2)NCCCCCCCSC2=C3CN(C(C3=CC=C2)=O)C2C(NC(CC2)=O)=O 3-(4-((7-((3,5-dimethyladamantan-1-yl)amino)heptyl)thio)-1-oxoisoindolin-2-yl)piperidine-2,6-dione